FC1=CC=C2C=NNC2=C1F 6,7-difluoro-1H-indazole